C(CCCCCCCCCCCCCCCCC)OC(C(C)C1=C(C=C(C=C1)O)C1=CC(=CC(=C1)C(C)(C)C)C(C)(C)C)=O (3,5-di-tert-butylphenyl-4-hydroxy-phenyl)propionic acid n-octadecyl ester